ClC1=CC=C2C(=N1)N=C(O2)N2CCN(CC2)C(=O)C2=CC=C(C=C2)C=2N=NN(C2)CC(C)(C)OC [4-(5-chlorooxazolo[4,5-b]pyridin-2-yl)piperazin-1-yl]-[4-[1-(2-methoxy-2-methyl-propyl)triazol-4-yl]phenyl]methanone